1-Methyl-N-((S)-1-((1s,4R)-4-methylcyclohexyl)-2-oxo-2-((4-(((S)-2-oxo-4-(trifluoromethyl)imidazolidin-1-yl)methyl)pyridin-2-yl)amino)ethyl)-1H-pyrazole-5-carboxamide CN1N=CC=C1C(=O)N[C@H](C(NC1=NC=CC(=C1)CN1C(N[C@@H](C1)C(F)(F)F)=O)=O)C1CCC(CC1)C